Cl.C(C1=CC=CC=C1)(=O)OCC1(CC1)N(C(=O)C1=NOC2=C1CNCC2)C (1-(N-methyl-4,5,6,7-tetrahydroisoxazolo[4,5-c]pyridine-3-carboxamido)cyclopropyl)methyl benzoate hydrochloride